FC=1C=C(CCN2CCCC3=CC(=CC=C23)C=O)C=CC1F 1-(3,4-difluorophenethyl)-1,2,3,4-tetrahydroquinoline-6-carbaldehyde